C(C)NCCCCC ethyl-(pentyl)amine